4-Cyanobenzyl (S)-3-cyclopropyl-2-(2-((S)-1-(2,3-difluorobenzyl)-5-oxopyrrolidin-2-yl)acetamido)propanoate C1(CC1)C[C@@H](C(=O)OCC1=CC=C(C=C1)C#N)NC(C[C@H]1N(C(CC1)=O)CC1=C(C(=CC=C1)F)F)=O